CNCCC(=O)NC1=C(C2=C(CN(CC2)C(=O)OC(C)(C)C)S1)C=1SC2=C(C=NC=C2)N1 tert-Butyl 2-(3-(methylamino)propanamido)-3-(thiazolo[4,5-c]pyridin-2-yl)-4,7-dihydrothieno[2,3-c]pyridine-6(5H)-carboxylate